trans-phenyl-(diphenyl-phosphine) nickel [Ni].C1(=CC=CC=C1)P(C1=CC=CC=C1)C1=CC=CC=C1